O1C(CCCC1)CNC(=O)C=1N=NN(C1)CCCCN1N=NC(=C1)C(NCC1=CC(=CC=C1)C(F)(F)F)=O N-(oxan-2-ylmethyl)-1-{4-[4-({[3-(trifluoromethyl)phenyl]methyl}carbamoyl)-1H-1,2,3-triazol-1-yl]butyl}-1H-1,2,3-triazole-4-carboxamide